2-(5-cyano-4-methylpyridin-2-yl)-1-methyl-1H-imidazole-4-carboxylic acid C(#N)C=1C(=CC(=NC1)C=1N(C=C(N1)C(=O)O)C)C